acryloyloxyethyltrimethyl-ammonium chloride [Cl-].C(C=C)(=O)OCC[N+](C)(C)C